CCCN1CCOC2C1CCC3=C2C=C(C=C3)O (+)-4-propyl-3,4,4a,5,6,10b-hexahydro-2H-naphtho[1,2-b][1,4]oxazin-9-ol